3-(1-(benzyloxy)ethyl)-4-(1-methyl-1H-pyrazole-4-carbonyl)-1,3,4,5-tetrahydro-2H-benzo[1,4]diazepin-2-one C(C1=CC=CC=C1)OC(C)C1C(NC2=C(CN1C(=O)C=1C=NN(C1)C)C=CC=C2)=O